C12CC(CC2C1)OC1=C(C=C(C=C1F)NC(C1=NC(=C(C=C1)C)Cl)=O)F N-(4-(bicyclo[3.1.0]hexan-3-yloxy)-3,5-difluorophenyl)-6-chloro-5-methylpicolinamide